3-(4-chlorobenzyl)-2-oxocyclopentanecarboxylate ClC1=CC=C(CC2C(C(CC2)C(=O)[O-])=O)C=C1